3,3-difluoro-1-(6-(2-hydroxy-4-(trifluoromethyl)phenyl)-5-methyl-1,2,4-triazin-3-yl)octahydro-6H-pyrrolo[2,3-c]pyridine-6-carboxylate FC1(CN(C2CN(CCC21)C(=O)[O-])C=2N=NC(=C(N2)C)C2=C(C=C(C=C2)C(F)(F)F)O)F